(S)-4-benzyl-3-propionyloxazolidinone C(C1=CC=CC=C1)[C@@H]1N(C(OC1)=O)C(CC)=O